FC1=CC=C(C=C1)CC=1C=CC=2N(N1)C(=CN2)C=2C=NN(C2)C 6-[(4-fluorophenyl)methyl]-3-(1-methylpyrazol-4-yl)imidazo[1,2-b]pyridazine